COC(C1=C(C=C(C(=C1)OCC1=CC=CC=C1)OC)N)=O 2-amino-5-(benzyloxy)-4-methoxybenzoic acid methyl ester